(2R,3S,4S)-4-hydroxy-2-[(4-methoxyphenyl)methyl]pyrrolidin-3-yl N-[(3,3-difluorocyclobutyl)methyl]carbamate FC1(CC(C1)CNC(O[C@H]1[C@H](NC[C@@H]1O)CC1=CC=C(C=C1)OC)=O)F